Cl.NC(C(=O)N1CCN(CC1)C(=O)NC1=NC(N(C=C1)C1=CC=C(C=C1)CC(C)N(C)[C@@H]1C[C@H](CC1)N)=O)(C)C 4-(2-Amino-2-methylpropanoyl)-N-(1-(4-(2-(((1S,3S)-3-aminocyclopentyl)(methyl)amino)propyl)phenyl)-2-oxo-1,2-dihydropyrimidin-4-yl)piperazine-1-carboxamide hydrochloride salt